C1CNCCC1(C2=CC(=CC=C2)C(F)(F)F)O 4-(3-trifluoromethyl)phenyl-4-piperidinol